CC1(OC=CC2(C1C=CC2=O)O[C@@H]2O[C@H]([C@@H]([C@H]([C@H]2O)O)O)C)O[C@@H]2O[C@@H]([C@H]([C@@H]([C@H]2O)O)O)CO methyl-1-{[(2S,3R,4S,5S,6R)-3,4,5-trihydroxy-6-(hydroxymethyl)oxan-2-yl]oxy}-4a-{[(2S,3R,4R,5R,6S)-3,4,5-trihydroxy-6-methyloxan-2-yl]oxy}-1H,4aH,5H,7aH-cyclopenta[c]pyran-5-one